(cyclopentane-diylbis(ethane-2,1-diyl))bis(1-ethylpyrrolidin-1-ium) hydroxide [OH-].C1(CCCC1)(CC[N+]1(CCCC1)CC)CC[N+]1(CCCC1)CC.[OH-]